methyl 3-methyl-1-(pyridine-2-carbonylamino)cyclohexanecarboxylate CC1CC(CCC1)(C(=O)OC)NC(=O)C1=NC=CC=C1